[2-14C]-Acetic acid sodium salt [Na+].C([14CH3])(=O)[O-]